N-[2-(5-Isopropylthiomethoxy-1H-indol-3-yl)ethyl]acetamide C(C)(C)SCOC=1C=C2C(=CNC2=CC1)CCNC(C)=O